[9-(1-octyl)nonyl]-9H-carbazole C(CCCCCCC)CCCCCCCCCC1=CC=CC=2C3=CC=CC=C3NC12